BrCC1=CC(=C(C(=O)O)C=C1)C 4-(bromomethyl)-2-methylbenzoic acid